ClCC(CO)O 3-chloropropane-1,2-diol